2-(4-chloro-1-isopropyl-1H-pyrazol-5-yl)-4-(3-chloro-4-(4-methylpyridazin-3-yl)benzyl)-6,7-dihydropyrazolo[1,5-a]pyrimidin-5(4H)-one ClC=1C=NN(C1C1=NN2C(N(C(CC2)=O)CC2=CC(=C(C=C2)C=2N=NC=CC2C)Cl)=C1)C(C)C